5-[4-[[[(3R)-1-acetyl-3-piperidinyl]amino]methyl]-2-fluoro-6-hydroxy-phenyl]-1,1-dioxo-1,2,5-thiadiazolidin-3-one C(C)(=O)N1C[C@@H](CCC1)NCC1=CC(=C(C(=C1)O)N1CC(NS1(=O)=O)=O)F